N1=C(C=CC=C1)CN1C(C(=C(C1=O)C1=CC=C(C=C1)C(F)(F)F)I)=O 1-(pyridin-2-ylmethyl)-3-iodo-4-(4-(trifluoromethyl)phenyl)-1H-pyrrole-2,5-dione